Octadeca-9,11,13-triynoic acid C(CCCCCCCC#CC#CC#CCCCC)(=O)O